(R)-5-phenyl-N-(3-(5-(3-(trifluoromethoxy)cyclobutyl)-1,3,4-oxadiazol-2-yl)bicyclo[1.1.1]Pentan-1-yl)-4,5-dihydroisoxazole-3-carboxamide C1(=CC=CC=C1)[C@H]1CC(=NO1)C(=O)NC12CC(C1)(C2)C=2OC(=NN2)C2CC(C2)OC(F)(F)F